(1S,3R)-(±)-3-(Boc-amino)cyclopentanecarboxylic acid C(=O)(OC(C)(C)C)N[C@H]1C[C@H](CC1)C(=O)O |r|